2-(2,2-dimethyl-1,3-dioxolan-4-yl)ethanol CC1(OCC(O1)CCO)C